6-((3S,4S)-4-amino-3-methyl-2-oxa-8-azaspiro[4.5]decan-8-yl)-3-(1-(3-(trifluoromethyl)phenyl)cyclopropyl)-1,5-dihydro-4H-pyrazolo[3,4-d]pyrimidin-4-one N[C@@H]1[C@@H](OCC12CCN(CC2)C=2NC(C1=C(N2)NN=C1C1(CC1)C1=CC(=CC=C1)C(F)(F)F)=O)C